C(C=C)OCCC[Si](OC)(OC)C 3-(allyloxy)propyl-methyl-dimethoxysilane